3-[(3,4-Di-tert-Butylphenoxymethylthio)methyl]-1H-1,2,4-triazole-5(4H)-thione C(C)(C)(C)C=1C=C(OCSCC2=NNC(N2)=S)C=CC1C(C)(C)C